(S)-2-(((4'-(trifluoromethyl)-[1,1'-biphenyl]-4-yl)methyl)amino)propenamide FC(C1=CC=C(C=C1)C1=CC=C(C=C1)CNC(C(=O)N)=C)(F)F